((1R,5S,6s)-6-((4-(2-aminopropan-2-yl)-6-(4-fluorophenyl)pyridin-2-yl)oxy)-3-azabicyclo[3.1.0]hexan-3-yl)(4-fluoro-1-methyl-3-(oxazol-2-yl)-1H-pyrazol-5-yl)methanone NC(C)(C)C1=CC(=NC(=C1)C1=CC=C(C=C1)F)OC1[C@@H]2CN(C[C@H]12)C(=O)C1=C(C(=NN1C)C=1OC=CN1)F